N-((3S,4S)-1-(5-(3-cyano-6-ethoxypyrazolo[1,5-a]pyridin-4-yl)pyrazin-2-yl)-3-hydroxypiperidin-4-yl)-3-(trifluoromethyl)picolinamide C(#N)C=1C=NN2C1C(=CC(=C2)OCC)C=2N=CC(=NC2)N2C[C@@H]([C@H](CC2)NC(C2=NC=CC=C2C(F)(F)F)=O)O